N-(2-{9-amino-1-oxa-7-azaspiro[4.4]nonan-7-yl}-5,6,7,8-tetrahydroquinolin-6-yl)-5-chloro-7-ethyl-7H-pyrrolo[2,3-c]pyridazine-3-carboxamide NC1CN(CC12CCCO2)C2=NC=1CCC(CC1C=C2)NC(=O)C2=CC1=C(N=N2)N(C=C1Cl)CC